4,4-dimethoxycyclohexane-2,5-diene COC1(C=CCC=C1)OC